2,5-dichloro-N-(2-(((R)-1-((5R,7R)-5,7-dimethyl-4-oxo-1,3,6,2-dioxathiaborocan-2-yl)-3-methylbutyl)amino)-2-oxoethyl)benzamide ClC1=C(C(=O)NCC(=O)N[C@@H](CC(C)C)B2OC[C@H](S[C@@H](C(O2)=O)C)C)C=C(C=C1)Cl